C(C)C1=C(N=C(C(=N1)C(=O)N)NC1=CC(=CC=C1)OCCCNC([C@H](C)NC)=O)C (S)-6-ethyl-5-methyl-3-((3-(3-(2-(methylamino)propanamido)propoxy)phenyl)amino)pyrazine-2-carboxamide